ClC1=CC=C(C(=N1)C1=NC=2C(=NC=C(C2)C(F)(F)F)N1C)S(=O)(=O)CC 2-[6-chloro-3-(ethanesulfonyl)pyridin-2-yl]-3-methyl-6-(trifluoromethyl)-3H-imidazo[4,5-b]pyridine